Cl.N1CCC(CC1)CC(C(=O)OCC)C(=O)OCC diethyl 2-(piperidin-4-ylmethyl)malonate hydrochloride salt